N-((1-(4-bromobenzyl)cyclopropyl)methyl)-4-(trifluoromethoxy)benzenesulfonamide BrC1=CC=C(CC2(CC2)CNS(=O)(=O)C2=CC=C(C=C2)OC(F)(F)F)C=C1